4,4',4''-((((1,3,5-triazine-2,4,6-triyl)tris(oxy))tris(propane-3,1-diyl))tris(sulfanediyl))-tris(butane-1-thiol) N1=C(N=C(N=C1OCCCSCCCCS)OCCCSCCCCS)OCCCSCCCCS